C(C)NC(=O)C1=CC=2N=C(N=C(C2O1)N1CCOCC1)NC1=NNC(=C1)C1=CC=CC=C1 N-ethyl-4-morpholino-2-[(5-phenyl-1H-pyrazol-3-yl)amino]furo[3,2-d]pyrimidine-6-carboxamide